[2-(2,4-difluoro-3-methoxy-phenylamino)-5-methyl-pyrimidin-4-ylamino]-3H-benzooxazol-2-one FC1=C(C=CC(=C1OC)F)NC1=NC=C(C(=N1)NN1C(OC2=C1C=CC=C2)=O)C